BrC=1C(=C(C(=CC1)F)C[C@@H](C(=O)OC)NC(=O)OC(C)(C)C)O methyl (2S)-3-(3-bromo-6-fluoro-2-hydroxyphenyl)-2-[(tert-butoxycarbonyl)amino]propanoate